3-[(pyrazol-4-yl)methylthio]-3-cephem-4-carboxylic acid N1N=CC(=C1)CSC=1CS[C@H]2N(C1C(=O)O)C(C2)=O